(3r,4s)-4-((4-(1-(N,N-dimethylsulfamoyl)-1H-imidazol-4-yl)-5-(trifluoromethyl)pyrimidin-2-yl)amino)-3-methylpiperidine-1-carboxylic acid tert-butyl ester C(C)(C)(C)OC(=O)N1C[C@H]([C@H](CC1)NC1=NC=C(C(=N1)C=1N=CN(C1)S(N(C)C)(=O)=O)C(F)(F)F)C